rac-Methyl 4-(1-(3-amino-6-(2-hydroxyphenyl)pyridazin-4-yl)-4,4-difluoropiperidin-3-yl)benzoate NC=1N=NC(=CC1N1C[C@H](C(CC1)(F)F)C1=CC=C(C(=O)OC)C=C1)C1=C(C=CC=C1)O |r|